IC(CC(=O)O)(I)I triiodiopropionic acid